C(#N)C=1N=C(NC1C#N)C(F)(F)F.[Li] lithium 4,5-dicyano(trifluoromethyl)imidazole